N-(2-hydroxyL-methylethyl)acetamide OCC(NC(C)=O)C